C1=CC(=C(C=C1CC(=O)C(=O)[O-])O)O The molecule is a 2-oxo monocarboxylic acid anion that results from the removal of a proton from the carboxylic acid group of 3,4-dihydroxyphenylpyruvic acid. It derives from a pyruvate. It is a conjugate base of a 3,4-dihydroxyphenylpyruvic acid.